3,4a,7,7-tetramethyl-1,4,4a,6,7,8,9,9a-octahydro-5H-benzo[7]annulen-5-ol CC=1CC2(C(CCC(CC2O)(C)C)CC1)C